[N+](=O)([O-])CC(C=C)=O nitrobutenone